(4R,5S)-methyl-5-(2-fluorophenyl)-2-phenyl-1,3-dioxolane-4-carboxylate COC(=O)[C@@H]1OC(O[C@H]1C1=C(C=CC=C1)F)C1=CC=CC=C1